TRIS(2-carboxyethyl)phosphine, hydrochloride Cl.C(=O)(O)CCP(CCC(=O)O)CCC(=O)O